(3-fluoro-5-methoxy-2,6-dimethyl-phenyl)pyridin-4-amine FC=1C(=C(C(=C(C1)OC)C)C1=NC=CC(=C1)N)C